6-fluoro-5-(4-((9-fluoro-2-oxo-2,3-dihydro-1H-pyrrolo[1,2,3-de]quinoxalin-8-yl)methyl)piperazin-1-yl)-N-methylpyridineamide FC1=C(C=CC(=N1)C(=O)NC)N1CCN(CC1)CC=1C=C2C=3N(CC(NC3C1F)=O)C=C2